1-(4-chlorophenyl)-3-(4-(1-((1-(fluoromethyl)cyclopropyl)methyl)-1H-pyrazol-4-yl)-5-methylpyrimidin-2-yl)urea ClC1=CC=C(C=C1)NC(=O)NC1=NC=C(C(=N1)C=1C=NN(C1)CC1(CC1)CF)C